COC1=NC=CC=C1C=1C=NN2C1N=C(C=C2)C2=CC(N(C=C2)CCC(F)(F)F)=O 4-(3-(2-methoxypyridin-3-yl)pyrazolo[1,5-a]pyrimidin-5-yl)-1-(3,3,3-trifluoropropyl)pyridin-2(1H)-one